7-methyl-3,4-dihydro-5H-pyrazolo[3,4-c]isoquinolin-5-one CC=1C=CC=2C3=C(NC(C2C1)=O)NN=C3